COC1=C(C=C(C=C1)C)[C@@]1([C@@H](C1)C1=CC=CC=C1)C(=O)NS(=O)(=O)C=1C=2C=CC(=NC2C=CC1)C (1R,2S)-1-(2-methoxy-5-methylphenyl)-N-(2-methylquinoline-5-sulfonyl)-2-phenylcyclopropane-1-carboxamide